C(C)C=1C=C(C=CC1)[Sb] 3-ethylphenylantimony